5-(1-(1-(4-fluorophenyl)-6-methyl-1H-indazol-5-yl)-3-((2-methyl-2H-1,2,3-triazol-4-yl)sulfonyl)-3-azabicyclo[3.1.0]hexan-6-yl)-3-methyl-1,2,4-oxadiazole FC1=CC=C(C=C1)N1N=CC2=CC(=C(C=C12)C)C12CN(CC2C1C1=NC(=NO1)C)S(=O)(=O)C1=NN(N=C1)C